ClC=1C=NN(C(C1Cl)=O)C(C(=O)NC=1C=CC(=C(C1)S(=O)(=O)N1CC(CCC1)C(=O)OC)C)C (rac)-methyl 1-((5-(2-(4,5-dichloro-6-oxopyridazin-1(6h)-yl)propanamido)-2-methylphenyl)sulfonyl)piperidine-3-carboxylate